3'-chloro-2'-(2,3-dihydrobenzofuran-5-yl)-4-hydroxy-[1,1'-biphenyl]-3-carboxylic acid ClC=1C(=C(C=CC1)C1=CC(=C(C=C1)O)C(=O)O)C=1C=CC2=C(CCO2)C1